(2-methylphenyl)-3-butyn-2-ol CC1=C(C=CC=C1)CC(C#C)O